CC1=CC=C(O1)C1=NC=2NC(C=NC2C=N1)=O (5-methylfuran-2-yl)pteridin-7(8H)-one